C(CC(C)C)(=O)OCCCCCCCCC nonanyl isovalerate